FC1=C(C=CC=C1F)[C@H]1C[C@H](C=2N1N=C(N2)S)F (5r,7r)-5-(2,3-difluorophenyl)-7-fluoro-6,7-dihydro-5H-pyrrolo[1,2-b][1,2,4]triazole-2-thiol